diethyl 2-(4-(3-methyl-2-oxotetrahydro-pyrimidin-1(2H)-yl)benzyl)-2-(((2R,3R,4R)-3,4,5-triacetoxy-3-ethynyltetrahydrofuran-2-yl)methoxy)malonate CN1C(N(CCC1)C1=CC=C(CC(C(=O)OCC)(C(=O)OCC)OC[C@H]2OC([C@@H]([C@]2(C#C)OC(C)=O)OC(C)=O)OC(C)=O)C=C1)=O